[Tm].COCCO 2-methoxyethanol thulium